N-(piperidin-4-yl)isoquinolin-4-amine hydrochloride Cl.N1CCC(CC1)NC1=CN=CC2=CC=CC=C12